octyl 3,5-di-t-butyl-4-hydroxyphenylpropionate C(C)(C)(C)C=1C=C(C=C(C1O)C(C)(C)C)C(C(=O)OCCCCCCCC)C